1-methylimidazoline-2,4-dione trifluoroacetate salt FC(C(=O)O)(F)F.CN1C(NC(C1)=O)=O